5-methyl-1-pyrrolidin-3-yl-3-[4-(trifluoromethoxy)phenyl]pyrazole CC1=CC(=NN1C1CNCC1)C1=CC=C(C=C1)OC(F)(F)F